C(N)(=O)C1=C(N=C(O1)C=1C=NC(=NC1)N1CCN(CC1)C(=O)OC(C)(C)C)C t-butyl 4-(5-(5-carbamoyl-4-methyloxazole-2-yl)pyrimidin-2-yl)piperazine-1-formate